O[C@H](CNC(C)C=1C(=NC=CC1)NC(OC(C)(C)C)=O)C tert-butyl (3-(1-(((S)-2-hydroxypropyl)amino)ethyl)pyridin-2-yl)carbamate